2-carboxy-7-((2'-fluoro-[1,1'-biphenyl]-2-yl)oxy)-1,2,3,4-tetrahydronaphthalene-2-aminium chloride [Cl-].C(=O)(O)C1(CC2=CC(=CC=C2CC1)OC1=C(C=CC=C1)C1=C(C=CC=C1)F)[NH3+]